ClC1=C(C(=NC2=CC(=C(C=C12)Cl)OC)C)C1=CC=C(C=C1)C=1C=NC(=CC1)C(F)(F)F 4,6-Dichloro-7-methoxy-2-methyl-3-(4-(6-(trifluoromethyl)pyridin-3-yl)phenyl)quinoline